N-(beta-aminoethyl)-3-aminopropylmethyldiethoxysilane NCCNCCC[Si](OCC)(OCC)C